Cl.O1C=NC(=C1)CNC=1C=2CNCC2C=CC1 N-(Oxazol-4-ylmethyl)isoindolin-4-amine hydrochloride